isopentenyl mercaptan acetate C(C)(=O)O.C(CC(=C)C)S